3-iodo-5-(4-methoxypyridin-3-yl)-7-methyl-1H-pyrazolo[3,4-c]pyridine IC1=NNC2=C(N=C(C=C21)C=2C=NC=CC2OC)C